2-[2-amino-5-(3-fluoro-5-methylphenyl)-4-[4-(methylamino)piperidin-1-yl]pyridin-3-yl]-1H-1,3-benzodiazole-6-carbonitrile NC1=NC=C(C(=C1C1=NC2=C(N1)C=C(C=C2)C#N)N2CCC(CC2)NC)C2=CC(=CC(=C2)C)F